2,4,9-trichlorobenzofuro[3,2-d]pyrimidine ClC=1N=C(C2=C(N1)C1=C(O2)C=CC=C1Cl)Cl